(nitrosooxy)-propan-2-ol N(=O)OCC(C)O